FC(C1=CC=C(C=C1)C1=C(N=C(O1)C1=NC(=NC=C1)C(F)(F)F)N1C=CC=2C=CC=NC2C1=O)(F)F 7-{5-[p-(trifluoromethyl)phenyl]-2-[2-(trifluoromethyl)-4-pyrimidinyl]-1,3-oxazol-4-yl}-1,7-diaza-8(7H)-naphthalenone